ClC1=NN(C2=CC=C(C=C12)COC1=CC=C2C=C(COC2=C1)CN1CC(C1)C(=O)O)CCC 1-[7-(3-chloro-1-propyl-1H-indazol-5-ylmethoxy)-2H-chromen-3-ylmethyl]-azetidine-3-carboxylic acid